C(CCCCCCCCCCCCCCC)(=O)N[C@@H](CCC(=O)[O-])C(=O)[O-] N-hexadecanoylglutamate